C(C)(C)(C)N1N=CC(=C1)C1=C(CNC2=C3N=CN(C3=NC(=N2)Cl)C(C)C)C=CC=C1 N-(2-(1-(tert-butyl)-1H-pyrazol-4-yl)benzyl)-2-chloro-9-isopropyl-9H-purin-6-amine